C(C1=CC=CC=C1)N1CC2C(C1)C(CC2)N 2-benzyl-octahydrocyclopenta[c]pyrrol-4-amine